ClC=1C=2N(C=CC1)N=C(C2)[C@H]2N(CCC1=C2N=CN1)C=1OC(=NN1)C=1C(=NC=CC1)F (S)-2-(4-(4-chloropyrazolo[1,5-a]pyridin-2-yl)-1,4,6,7-tetrahydro-5H-imidazo[4,5-c]pyridin-5-yl)-5-(2-fluoropyridin-3-yl)-1,3,4-oxadiazole